COC1=C(C=CC(=C1)C(=O)N1CCN(CC1)C(C1=CN=CC=C1C(F)(F)F)=O)NS(=O)(=O)C=1C=CC=C2C=CC=NC12 N-(2-Methoxy-4-(4-(4-(trifluoromethyl)nicotinoyl)piperazine-1-carbonyl)phenyl)quinoline-8-sulfonamide